C1(=CC=CC=C1)C(=C)C1=C(C(=O)O)C=CC=C1 o-(1-phenylvinyl)benzoic acid